NC/C(/CN1N=CN(C1=O)C=1SC(=CN1)C1=CC=C(C=C1)C1=NN=CN1)=C\F 2-[(2E)-2-(aminomethyl)-3-fluoroprop-2-en-1-yl]-4-{5-[4-(4H-1,2,4-triazol-3-yl)phenyl]-1,3-thiazol-2-yl}-2,4-dihydro-3H-1,2,4-triazol-3-one